9-((1r,4r)-4-(aminomethyl)cyclohexyl)-N2-tert-butyl-N8-p-tolyl-9H-purine-2,8-diamine NCC1CCC(CC1)N1C2=NC(=NC=C2N=C1NC1=CC=C(C=C1)C)NC(C)(C)C